((2R,3S)-3-acetoxy-6-methoxytetrahydro-2H-pyran-2-yl)methyl acetate C(C)(=O)OC[C@H]1OC(CC[C@@H]1OC(C)=O)OC